FC(C1=CC=C(C=C1)[IH+])(F)F (4-(trifluoromethyl)phenyl)iodonium